CN1C(=NC=2C1=NC(=C(N2)O)NC2=CC=C(C=C2)C(F)(F)F)C(F)(F)F 1-METHYL-2-(TRIFLUOROMETHYL)-6-((4-(TRIFLUOROMETHYL)PHENYL)AMINO)-1H-IMIDAZO[4,5-B]PYRAZIN-5-OL